FC1(OC2=C(O1)C=CC(=C2)OC2=CC=CC(=N2)N2C(N[C@@](C2=O)(C)CC)=O)F |r| (SR)-3-[6-[(2,2-difluoro-1,3-benzodioxol-5-yl)oxy]-2-pyridyl]-5-ethyl-5-methyl-imidazolidine-2,4-dione